O(C(=O)C)CCC1=CC=C(C=C1)O 4-(2-acetoxyl-ethyl)phenol